ClC1=NC=C(C(=C1)C1=C(C=NC(=C1)C)C(=O)NC1=NN2C(S1)=NC(=C2)C2CC(C2)O)OC 2'-chloro-N-[6-(3-hydroxycyclobutyl)imidazo[2,1-b][1,3,4]thiadiazol-2-yl]-5'-methoxy-6-methyl-[4,4'-bipyridine]-3-carboxamide